FC1=C(N)C=CC(=C1)C1=NN(C=N1)C1=CC=C(C=C1)S(=O)(=O)C(F)(F)F 2-fluoro-4-(1-(4-((trifluoromethyl)sulfonyl)phenyl)-1H-1,2,4-triazol-3-yl)aniline